2-(3-(4-(7H-pyrrolo[2,3-d]pyrimidin-4-yl)-1H-pyrazol-1-yl)-1-(1-(3-fluoro-2-(trifluoromethyl)isonicotinoyl)piperidin-4-yl)azetidin-3-yl)acetonitrile Adipic Acid Salt C(CCCCC(=O)O)(=O)O.N1=CN=C(C2=C1NC=C2)C=2C=NN(C2)C2(CN(C2)C2CCN(CC2)C(C2=C(C(=NC=C2)C(F)(F)F)F)=O)CC#N